C(CCCCCCCCCCC)C1C2C=CC(C1)C2 5-dodecyl-2-norbornene